perfluorophenyl (R)-23-azido-18-(4-azidobutyl)-17,20-dioxo-4,7,10,13-tetraoxa-16,19-diazatricosanoate N(=[N+]=[N-])CCCC(N[C@@H](C(NCCOCCOCCOCCOCCC(=O)OC1=C(C(=C(C(=C1F)F)F)F)F)=O)CCCCN=[N+]=[N-])=O